3-((7-((2S,4R)-4-Amino-2-phenylpiperidine-1-carbonyl)-7-azaspiro[4.5]decan-10-yl)methyl)-6-(1-methylcyclopropyl)pyrimidin-4(3H)-one N[C@H]1C[C@H](N(CC1)C(=O)N1CC2(CCCC2)C(CC1)CN1C=NC(=CC1=O)C1(CC1)C)C1=CC=CC=C1